2-[methyl({2-[4-(2,2,2-trifluoroethoxy)pyridin-2-yl]-5H,6H,7H-cyclopenta[d]pyrimidin-4-yl})amino]-N-(1-methyl-1H-pyrazol-4-yl)acetamide CN(CC(=O)NC=1C=NN(C1)C)C=1C2=C(N=C(N1)C1=NC=CC(=C1)OCC(F)(F)F)CCC2